3-(4-((3-(4'-fluoro-3,4,5,6-tetrahydro-[1,1'-biphenyl]-2-carbonyl)-3,6-diazabicyclo[3.1.1]heptan-6-yl)methyl)-1-oxoisoindolin-2-yl)piperidine-2,6-dione FC1=CC=C(C=C1)C1=C(CCCC1)C(=O)N1CC2N(C(C1)C2)CC2=C1CN(C(C1=CC=C2)=O)C2C(NC(CC2)=O)=O